C(C)(C)(C)OC(=O)N1CC(CCC1)(C1=CC=NN1C(F)F)C#N 3-cyano-3-(1-(difluoromethyl)-1H-pyrazol-5-yl)piperidine-1-carboxylic acid tert-butyl ester